ClC1=C(C=C(C(=O)N2[C@@H](CC(C(C2)=O)C(=O)OCC)C)C=C1)C(F)(F)F (2R)-ethyl 1-(4-chloro-3-(trifluoromethyl) benzoyl)-2-methyl-5-oxopiperidine-4-carboxylate